CC(CC)(C)C(CCCCCCCCC)OC(CCCCCCCCC)C(CC)(C)C 1,1-dimethyl-propyl-n-decyl ether